N1(C=NC2=C1C=CC=C2)CC2=CC(CC(C2)(C)C)=O 3-(1H-benzoimidazol-1-ylmethyl)-5,5-dimethylcyclohex-2-en-1-one